FC=1C=C2C(=NC=NC2=CC1F)NC(C(C1=CC=CC=C1)C1=CC=CC=C1)C (6,7-difluoro-quinazolin-4-yl)-(1-methyl-2,2-diphenyl-ethyl)amine